C(C1=CC=CC=C1)OC(=O)N1CCC(CC1)CN1C[C@@H](N(C[C@H]1C)C(=O)OC(C)(C)C)C tert-butyl (2S,5R)-4-((1-((benzyloxy)carbonyl)piperidin-4-yl)methyl)-2,5-dimethylpiperazine-1-carboxylate